CC1=CC=C(C=C1)S(=O)(=O)OC1=CC(=C(C(=C1C(=O)N1CC2=CC=CC(=C2C1)OC1COCC1)OCC1=CC=CC=C1)C)OS(=O)(=O)C1=CC=C(C=C1)C 5-(Benzyloxy)-4-methyl-6-(4-((tetrahydrofuran-3-yl)oxy)isoindoline-2-carbonyl)-1,3-phenylene bis(4-methylbenzenesulfonate)